ethyl (6R)-6-[4-[3-(2-isopropyltriazol-4-yl)-2-pyridyl]piperazin-1-yl]-2-azaspiro[3.4]octane-2-carboxylate C(C)(C)N1N=CC(=N1)C=1C(=NC=CC1)N1CCN(CC1)[C@H]1CC2(CN(C2)C(=O)OCC)CC1